CN(C)CC12CC(C1)(C2)C2=CC(=C(OCCCC1=C(N=CS1)C(=O)O)C=C2)F 5-[3-(4-{3-[(dimethylamino)methyl]bicyclo[1.1.1]pentan-1-yl}-2-fluorophenoxy)propyl]-1,3-thiazole-4-carboxylic acid